(S)-2-(4-(6-((4-chloro-2-fluorobenzyl)oxy)pyridin-2-yl)-2,5-difluorobenzyl)-1-(4,4-dimethyltetrahydrofuran-3-yl)-5-hydroxy-1H-benzo[d]imidazole-6-carboxylic acid ClC1=CC(=C(COC2=CC=CC(=N2)C2=CC(=C(CC3=NC4=C(N3[C@@H]3COCC3(C)C)C=C(C(=C4)O)C(=O)O)C=C2F)F)C=C1)F